1-(4-(4,4,5,5-tetramethyl-1,3,2-dioxaborolan-2-yl)phenyl)-1-(3-(trifluoromethyl)phenyl)ethane CC1(OB(OC1(C)C)C1=CC=C(C=C1)C(C)C1=CC(=CC=C1)C(F)(F)F)C